C1(=CC(=CC=C1)CC1N(CC2(CC2)C1NS(=O)(=O)C)C(=O)C1CC(C1)(F)F)C1=CC=CC=C1 N-(6-([1,1-biphenyl]-3-ylmethyl)-5-(3,3-difluorocyclobutane-1-carbonyl)-5-azaspiro[2.4]heptan-7-yl)methanesulfonamide